C1(CCC1)N1N=C(C(=C1NC(OC[C@@H]1C(C1)(F)F)=O)C)C1(CC(C1)(F)F)C (R)-(2,2-difluorocyclopropyl)-methyl (1-cyclobutyl-3-(3,3-difluoro-1-methylcyclobutyl)-4-methyl-1H-pyrazol-5-yl)carbamate